2-(2,6-dioxopiperidin-3-yl)-5-fluoro-6-(4-((4-oxopiperidin-1-yl)methyl)piperidin-1-yl)isoindoline-1,3-dione O=C1NC(CCC1N1C(C2=CC(=C(C=C2C1=O)F)N1CCC(CC1)CN1CCC(CC1)=O)=O)=O